norbornene-2,3-dicarboxylic acid di-n-pentyl ester C(CCCC)OC(=O)C=1C2CCC(C1C(=O)OCCCCC)C2